(2-phenylthiazol-4-yl)picolinimidamide C1(=CC=CC=C1)C=1SC=C(N1)C=1C(=NC=CC1)C(N)=N